(S)-N-(7-chloro-6-(1-((3S,4S)-4-hydroxy-3-methyltetrahydrofuran-3-yl)piperidin-4-yl)isoquinolin-3-yl)-2-(tetrahydro-2H-pyran-4-yl)propenamide ClC1=C(C=C2C=C(N=CC2=C1)NC(C(=C)C1CCOCC1)=O)C1CCN(CC1)[C@]1(COC[C@H]1O)C